OC1=CC=C2C(=C(C(N(C2=C1)C)=O)C#N)N1CCC(CC1)C=1OC2=C(N1)C=C(C=C2)C 7-Hydroxy-1-methyl-4-[4-(5-methyl-1,3-benzoxazol-2-yl)piperidin-1-yl]-2-oxo-1,2-dihydro-quinoline-3-carbonitrile